[(3S,4E)-6-(2,3-Dihydro-1H-Indol-1-yl)-6-oxohex-4-en-3-yl]-1,4-oxazepanecarboxamide N1(CCC2=CC=CC=C12)C(/C=C/[C@H](CC)C1(OCCCNC1)C(=O)N)=O